CC=1C=C(CN2C=CC=3C2=NC(=CC3)NC3=C(C=CC=C3C)C)C=C(C1)C 1-(3,5-dimethylbenzyl)-N-(2,6-dimethylphenyl)-1H-pyrrolo[2,3-b]pyridin-6-amine